C1(=CC=CC=C1)[Si](N[Si](C)(OC)C1=CC=CC=C1)(C)OC 1,3-diphenyl-1,3-dimethoxy-1,3-dimethyldisilazane